(1S,2S)-N-(6-(5-chloro-6-fluoro-7-(propylamino)-1H-indazol-4-yl)imidazo[1,2-a]pyrazin-2-yl)-2-fluorocyclopropane-1-carboxamide ClC=1C(=C2C=NNC2=C(C1F)NCCC)C=1N=CC=2N(C1)C=C(N2)NC(=O)[C@H]2[C@H](C2)F